(S)-1-(2-((3-(4-phenoxyphenyl)-1H-pyrazolo[3,4-d]pyrimidin-1-yl)methyl)piperidin-1-yl)prop-2-en-1-one O(C1=CC=CC=C1)C1=CC=C(C=C1)C1=NN(C2=NC=NC=C21)C[C@H]2N(CCCC2)C(C=C)=O